(1R)-2-cyclohexene-1-ol [C@@H]1(C=CCCC1)O